(S)-(7-(2-(dimethylamino)ethoxy)-5-methyl-4-oxo-2,3,4,5-tetrahydrobenzo[b][1,4]oxazepin-3-yl)carbamic acid tert-butyl ester C(C)(C)(C)OC(N[C@@H]1C(N(C2=C(OC1)C=CC(=C2)OCCN(C)C)C)=O)=O